1-methyl-2,3,4,5-tetranitropyrrole CN1C(=C(C(=C1[N+](=O)[O-])[N+](=O)[O-])[N+](=O)[O-])[N+](=O)[O-]